2-[2,4,5,7-tetrafluoro-6-(2-nitro-4,5-dimethoxyphenylsulfonyloxy)-3-oxo-3H-xanthen-9-yl]benzoic acid FC1=CC2=C(C3=CC(=C(C(=C3OC2=C(C1=O)F)F)OS(=O)(=O)C1=C(C=C(C(=C1)OC)OC)[N+](=O)[O-])F)C1=C(C(=O)O)C=CC=C1